(Z)-2-(2-(2-bromo-3-chlorophenyl)hydrazineylidene)hexanedioate BrC1=C(C=CC=C1Cl)N\N=C(/C(=O)[O-])\CCCC(=O)[O-]